ClC=1C=C(C=CC1F)[C@H](NC(=O)[C@H]1NC(NC1)=O)C=1C=CC2=C(N=C(S2)C)C1 |o1:8| (S)-N-((R or S)-(3-chloro-4-fluorophenyl)(2-methylbenzo[d]thiazol-5-yl)methyl)-2-oxoimidazolidine-4-carboxamide